ClC=1N=CC2=C(C3=C(N(C=4C=CC=CC34)C)NC2=O)N1 2-chloro-7-methyl-6,7-dihydro-5H-pyrimido[4',5':4,5]pyrido[2,3-b]indol-5-one